C(CCC)C=1C(=C2C(=C(C(=NC2=NC1)CC(=O)O)CCCC)CCCC)CCCC tetrabutyl-naphthyridineacetic acid